1-(5-cyclopropoxy-4-nitropyridin-2-yl)-4-methylpiperazine C1(CC1)OC=1C(=CC(=NC1)N1CCN(CC1)C)[N+](=O)[O-]